C(CCC)OC(=C)C1=NC=C(C(=C1)N1CC=C(C=C1C)OCC1=NC=C(C=C1F)F)C 2'-(1-Butoxyvinyl)-4-((3,5-difluoropyridin-2-yl)methoxy)-5',6-dimethyl-2H-[1,4'-bipyridine]